CN1C(C=C(C(=C1)C=1C=NN(C1)C1CCN(CC1)S(=O)(=O)C)C1=CC=CC=C1)=O 1-methyl-5-(1-(1-(methylsulfonyl)piperidin-4-yl)-1H-pyrazol-4-yl)-4-phenylpyridin-2(1H)-one